5-(cyclopropylmethoxy)-2-methyl-1-benzofuran-3-carboxamide C1(CC1)COC=1C=CC2=C(C(=C(O2)C)C(=O)N)C1